N-(1-ethyl-2-oxo-1,2-dihydrobenzo[cd]indol-6-yl)-1-(4-(trifluoromethyl)phenyl)methanesulfonamide C(C)N1C(C2=C3C(C(=CC=C13)NS(=O)(=O)CC1=CC=C(C=C1)C(F)(F)F)=CC=C2)=O